C/C(=C\\CC/C(=C/C(=O)[O-])/C)/CC[C@@H]1C(O1)(C)C The molecule is a polyunsaturated fatty acid anion obtained by deprotonation of the carboxy group of juvenile hormone III acid; major species at pH 7.3. It is a conjugate base of a juvenile hormone III acid.